C(C)(C)(C)OC(=O)N1C[C@@H](CC1)NC1=CC=C(C=C1)N (R)-3-((4-aminophenyl)amino)pyrrolidine-1-carboxylic acid tert-butyl ester